(E)-2-pentenoate C(\C=C\CC)(=O)[O-]